C(#N)C1=C(C=CC=C1)N1C=NC(=C1)C(=O)OC methyl 1-(2-cyanophenyl)-1H-imidazole-4-carboxylate